tert-butyl 4-[2-[[6-[2,6-difluoro-3-[[(3R)-3-fluoropyrrolidin-1-yl]sulfonylamino]phenyl]-8-methyl-7-oxopyrido[2,3-d]pyrimidin-2-yl]amino]ethyl]piperidine-1-carboxylate FC1=C(C(=CC=C1NS(=O)(=O)N1C[C@@H](CC1)F)F)C1=CC2=C(N=C(N=C2)NCCC2CCN(CC2)C(=O)OC(C)(C)C)N(C1=O)C